oxazolo[5,4-b]pyridine-2-thiol N1=C(OC2=NC=CC=C21)S